IC1=CC=C(C=C1)C(C=C)=O 1-(4-iodophenyl)prop-2-en-1-one